NC=1C(=NON1)C=1N(C2=C(C(=NC=C2OC[C@@H]2CNCCC2)CC(C#C)(O)C)N1)CC 2-(4-amino-1,2,5-oxadiazol-3-yl)-1-ethyl-7-{[(3S)-3-piperidinylmethyl]oxy}-1H-imidazo[4,5-c]pyridin-4-yl-2-methyl-3-butyn-2-ol